(S)-N-(2-methyl-1-((5-methylpyridin-2-yl)oxy)propan-2-yl)-2-(1-methylpyrrolidin-2-yl)acetamide CC(COC1=NC=C(C=C1)C)(C)NC(C[C@H]1N(CCC1)C)=O